NC=1C(=NC(=CN1)C=1N=C(SC1)N1CCOCC1)C(=O)NC1=NC=CC=C1N1CCC(CC1)NC(OC(C)(C)C)=O tert-butyl (1-(2-(3-amino-6-(2-morpholinothiazol-4-yl)pyrazine-2-carboxamido)pyridin-3-yl)piperidin-4-yl)carbamate